N-methyl-3-(5,6,7,8-tetrahydroimidazo[1,5-a]pyridin-1-yl)-4-[4-(trifluoromethyl)phenoxy]benzene-1-sulfonamide CNS(=O)(=O)C1=CC(=C(C=C1)OC1=CC=C(C=C1)C(F)(F)F)C=1N=CN2C1CCCC2